ClC(=O)[C@@H](C[C@H](O)C(O)[Si](C)(C)C(C)(C)C)F 1-chloro-2,3-dideoxy-2-fluoro-5-tert-butyldimethylsilylribose